chloro-silicic acid [Si](O)(O)(O)Cl